(4-cyano-3-methyl-phenyl)-N-methyl-pyrazolo[1,5-a]pyridine-5-carboxamide C(#N)C1=C(C=C(C=C1)C1=NN2C(C=C(C=C2)C(=O)NC)=C1)C